OC=1C=C(C2=CC=CC=C2C1)C#N 3-hydroxynaphthalene-1-carbonitrile